1-(4-(4-fluorobenzyl)-8,8-dimethyl-7,8-dihydro-6H-imidazo[1,2-a]pyrrolo[2,3-e]pyridin-6-yl)ethan-1-one FC1=CC=C(CC=2C=3N(C4=C(C2)N(CC4(C)C)C(C)=O)C=CN3)C=C1